C(C)C(CCCCC1=NNC=N1)CCCCCC1=NNC=N1 5-ethyl-3,3'-decamethylenebis(1,2,4-triazole)